2-chloro-N-(2-(((2-fluorobenzyl)oxy)methyl)-5-methylphenyl)acetamide ClCC(=O)NC1=C(C=CC(=C1)C)COCC1=C(C=CC=C1)F